4-methyl-N2-(pyrrolidin-1-ylacetyl)-L-leucinamide CC(C[C@H](NC(CN1CCCC1)=O)C(=O)N)(C)C